tert-butyl 4-(2-{[4-(morpholin-4-yl)phenyl]amino} pyrimidin-4-yl)piperazine-1-carboxylate N1(CCOCC1)C1=CC=C(C=C1)NC1=NC=CC(=N1)N1CCN(CC1)C(=O)OC(C)(C)C